C1(CC1)C=1N=C(C(=NC1C=1C2=C(C=NC1)N(C=N2)C)C(=O)N)NC=2C(=NN(C2)C2CCOCC2)C 5-Cyclopropyl-6-(3-methylimidazo[4,5-c]pyridin-7-yl)-3-[(3-methyl-1-tetrahydropyran-4-yl-pyrazol-4-yl)amino]pyrazin-2-carboxamid